N[C@@H](CCCN(CCO)CC)C |r| (+/-)-2-[(4-aminopentyl)ethylamino]ethanol